CC1(COC2=C1C(=CC=C2)OC2=CC=C(C=N2)N2C(NC=1C2=NC=CC1)=O)C 3-[6-[(3,3-dimethyl-2H-benzofuran-4-yl)oxy]-3-pyridinyl]-1H-imidazo[4,5-b]pyridin-2-one